COC1=C(C=CC(=C1)NCCCN1CCOCC1)NC1=CC(=NN1)C1=CC(=CS1)C(=O)N 5-(5-(2-methoxy-4-(3-morpholinylpropylamino)phenylamino)-1H-pyrazol-3-yl)thiophene-3-carboxamide